N-(4-(4-(3,8-diazabicyclo[3.2.1]octane-3-carbonyl)piperidin-1-yl)-5-fluoropyridin-3-yl)-2-amino-6-fluoropyrazolo[1,5-a]pyrimidine-3-carboxamide C12CN(CC(CC1)N2)C(=O)C2CCN(CC2)C2=C(C=NC=C2F)NC(=O)C=2C(=NN1C2N=CC(=C1)F)N